OC1=C(C(=C2C(=N1)CCC2)C)C#N 2-hydroxy-4-methyl-6,7-dihydro-5H-cyclopenta[b]pyridine-3-carbonitrile